N-(2-oxo-4-(o-tolyl)-2H-chromen-7-yl)isobutyramide O=C1OC2=CC(=CC=C2C(=C1)C1=C(C=CC=C1)C)NC(C(C)C)=O